DiFormylFurane C(=O)C1=C(OC=C1)C=O